N-(4-(7-(2-bromoethoxy)-6-methoxyquinazolin-4-yl)phenyl)-2-(4-(trifluoromethyl)phenyl)acetamide BrCCOC1=C(C=C2C(=NC=NC2=C1)C1=CC=C(C=C1)NC(CC1=CC=C(C=C1)C(F)(F)F)=O)OC